4-fluoro-2-(1-methyl-2,6-dioxopiperidin-3-yl)-2,3-dihydro-1H-isoindole-1,3-dione FC1=C2C(N(C(C2=CC=C1)=O)C1C(N(C(CC1)=O)C)=O)=O